3-((16,16,16-trifluorohexadecyl)oxy)propyl hydrogen ((2-(2-amino-6-oxo-1,6-dihydro-9H-purin-9-yl)ethoxy)methyl)phosphonate NC=1NC(C=2N=CN(C2N1)CCOCP(OCCCOCCCCCCCCCCCCCCCC(F)(F)F)(O)=O)=O